ClC=1C(N(C(=CC1OCC1=NC=C(C=C1F)C1CC1)C)C1=CC(=NC=C1C)N1C(C(=CC=C1)C(C)(C)O)=O)=O 3''-chloro-4''-((3-fluoro-5-cyclopropylpyridine-2-yl)methoxy)-3-(2-hydroxypropan-2-yl)-5',6''-dimethyl-2H,2''H-[1,2':4',1''-terpyridine]-2,2''-dione